3-cyclopropoxy-4-(((3R,4S)-3-hydroxy-3-(hydroxymethyl)-4-((5-(trifluoromethyl)pyridin-2-yl)sulfonyl)pyrrolidin-1-yl)sulfonyl)benzonitrile C1(CC1)OC=1C=C(C#N)C=CC1S(=O)(=O)N1C[C@]([C@H](C1)S(=O)(=O)C1=NC=C(C=C1)C(F)(F)F)(CO)O